CC1=NN(C=C1)C=1C=C(C=CC1C(=O)N1CCN(CC1)CCC)NC(=O)C1CC1 N-(3-(3-methyl-1H-pyrazol-1-yl)-4-(4-propylpiperazine-1-carbonyl)phenyl)cyclopropanecarboxamide